NCC1(COC1)NC(=O)C=1NC2=C(C(=C(C=C2C1)Cl)F)F N-(3-(Aminomethyl)oxetan-3-yl)-5-chloro-6,7-difluoro-1H-indole-2-carboxamide